The molecule is a C20-gibberellin, initially identified in Vicia faba, that is gibberellin A12 in which a hydroxy substituent is present at the 7alpha- position. It has a role as a plant metabolite. It is a C20-gibberellin and a dicarboxylic acid. It is a conjugate acid of a gibberellin A53(2-). C[C@@]12CCC[C@@]([C@H]1[C@@H]([C@]34[C@H]2CC[C@](C3)(C(=C)C4)O)C(=O)O)(C)C(=O)O